[Pd](Br)Br palladium (Ii) bromide